N1(CCNCC1)C=1C=C(N(N1)C1=CC=C(C=C1)C(F)(F)F)C(C)(C)O 2-[5-piperazin-1-yl-2-[4-(trifluoromethyl)phenyl]pyrazol-3-yl]propan-2-ol